Ethyl 3-cyano-6-isobutyl-2-oxo-1H-pyridine-4-carboxylate C(#N)C=1C(NC(=CC1C(=O)OCC)CC(C)C)=O